ClC1=CC=C(CC2C(N(CCO2)C2=CC(=NN2COCC[Si](C)(C)C)C2=CN=NC=C2C)=O)C=C1 2-(4-chlorobenzyl)-4-(3-(5-methylpyridazin-4-yl)-1-((2-(trimethylsilyl)ethoxy)methyl)-1H-pyrazol-5-yl)morpholin-3-one